O1CCC2=C1C=C(C=C2)CCN 2-(2,3-Dihydro-benzofuran-6-yl)-ethylamine